7-amino-6-fluoro-8-nitro-2-(tetrahydro-2H-pyran-4-yl)chroman-4-one NC1=C(C=C2C(CC(OC2=C1[N+](=O)[O-])C1CCOCC1)=O)F